(2E)-1-[2-(4-fluorophenyl)-3-(pyridin-4-yl)-6,7-dihydropyrazolo[1,5-a]pyrazin-5(4H)-yl]-4-hydroxybut-2-en-1-one FC1=CC=C(C=C1)C1=NN2C(CN(CC2)C(\C=C\CO)=O)=C1C1=CC=NC=C1